C(C(=C)C)(=O)OCCCS(=O)(=O)Cl 3-(methacryloyloxy)propane-1-sulfonyl chloride